C(C)OC(=O)C=1C(=NN(C1C(F)F)[C@@H]1COCC1)Br 3-bromo-5-(difluoromethyl)-1-[(3S)-tetrahydrofuran-3-yl]Pyrazole-4-carboxylic acid ethyl ester